7-chloro-3-(3,5-dimethoxyphenyl)-1-(2-morpholinoethyl)-1,6-naphthyridin-2(1H)-one ClC1=NC=C2C=C(C(N(C2=C1)CCN1CCOCC1)=O)C1=CC(=CC(=C1)OC)OC